BrC=1C=C(C=C2C(C=C(OC12)C(=O)OCC)=C=O)F Ethyl 8-bromo-6-fluoro-4-carbonyl-4H-chromene-2-carboxylate